C1(=CC=CC=C1)C(C1=CC=CC=C1)=C1C=CC=C1 diphenylmethylene(cyclopentadiene)